(R)-1-(4-Amino-1H-pyrazol-1-yl)propan-2-ol NC=1C=NN(C1)C[C@@H](C)O